NC1=NC=CC(=N1)C1=C(C=2C(NCCC2N1)=O)NC1=C(C(=CC=C1)F)OCC 2-(2-aminopyrimidin-4-yl)-3-[(2-ethoxy-3-fluorophenyl)amino]-1h,5h,6h,7h-pyrrolo[3,2-c]pyridin-4-one